1-((1H-indol-3-yl)methyl)-6,7-dimethoxy-2-(2-(methylsulfonyl)ethyl)-1,2,3,4-tetrahydroisoquinoline N1C=C(C2=CC=CC=C12)CC1N(CCC2=CC(=C(C=C12)OC)OC)CCS(=O)(=O)C